C(CCCCCCCCCCC)(=O)O.C(=CC)C(CO)O propenyl-ethylene glycol laurate